C1(=CC=CC=C1)S(=O)(=O)N1C=CC2=CC=C(C=C12)Cl 1-(benzenesulfonyl)-6-chloro-indole